13-(2-cyclopenten-1-yl)-6-tridecenoic acid C1(C=CCC1)CCCCCCC=CCCCCC(=O)O